1-heptylazetidin-2-one C(CCCCCC)N1C(CC1)=O